tert-butyl 2-(6-(2-((2,2-difluoroethyl) (isopropyl)carbamoyl)-4-fluorophenoxy)-1,2,4-triazin-5-yl)-2,7-diazaspiro[3.5]nonane-7-carboxylate FC(CN(C(=O)C1=C(OC2=C(N=CN=N2)N2CC3(C2)CCN(CC3)C(=O)OC(C)(C)C)C=CC(=C1)F)C(C)C)F